5-(difluoromethyl)-3-(2-oxa-6-azaspiro[3.3]heptan-6-yl)thiophene-2-carboxylic acid, lithium salt [Li+].FC(C1=CC(=C(S1)C(=O)[O-])N1CC2(COC2)C1)F